ethyl 2-(2-(benzyloxy)-3-cyanophenyl)acetate C(C1=CC=CC=C1)OC1=C(C=CC=C1C#N)CC(=O)OCC